bishydroxymethyltricyclo-(5.2.1.02,6)decane OCC12C3(CCC(C2CCC1)C3)CO